C(C)(=O)NC1=C(C=C(C=C1)B(O)O)F 4-acetamido-3-fluorophenylboronic acid